L-2-mercaptobenzimidazole sodium [Na].SC=1NC2=C(N1)C=CC=C2